N,N-dimethyl-N'-phenyl-urea CN(C(=O)NC1=CC=CC=C1)C